1-((R)-1-(5-hydroxy-4-oxo-1,4-dihydropyridazine-3-carbonyl)pyrrolidin-2-yl)ethyl Methanesulfonate CS(=O)(=O)OC(C)[C@@H]1N(CCC1)C(=O)C1=NNC=C(C1=O)O